BrCC=1C=C(OC1C)S(NC(NC1=C2CCCC2=C(C=2CCCC12)F)=O)(=O)=N 3-[[4-(bromomethyl)-5-methylfuran-2-yl](imino)oxo-lambda6-sulfanyl]-1-(8-fluoro-1,2,3,5,6,7-hexahydro-s-indacen-4-yl)urea